N-(4-tert-butylbenzyl)pyridin-2-amine C(C)(C)(C)C1=CC=C(CNC2=NC=CC=C2)C=C1